(S)-N-(1-(1,3,4-oxadiazol-2-yl)-4-(piperidin-1-yl)but-2-yl)-1-cyclopentyl-5-(2,6-dimethoxyphenyl)-1H-pyrazole-3-carboxamide O1C(=NN=C1)C[C@H](CCN1CCCCC1)NC(=O)C1=NN(C(=C1)C1=C(C=CC=C1OC)OC)C1CCCC1